CC1=NC2=NC=NC(=C2N1)N 8-methyladenine